FC1=C(C(=CC=C1)F)NC(C(=O)N[C@H](C(=O)N[C@@H](CCC(=O)OCC1=CC=CC=C1)C(COC1=C(C(=CC(=C1F)F)F)F)=O)C)=O benzyl (S)-4-((S)-2-(2-((2,6-difluorophenyl)amino)-2-oxoacetamido)propanamido)-5-oxo-6-(2,3,5,6-tetrafluorophenoxy)hexanoate